(S)-8,8-Dimethyl-2-oxo-7,8-dihydro-2H,6H-pyrano[3,2-g]chromen-7-yl (E)-3-(3-Acetoxyphenyl)acrylat C(C)(=O)OC=1C=C(C=CC1)/C=C/C(=O)O[C@H]1CC=2C=C3C=CC(OC3=CC2OC1(C)C)=O